NC=1C2=C(N=CN1)NC=C2C2=CC=C(CNC1=C(C(=O)NCC3=CC(=C(C=C3)F)F)C=C(C=N1)C(F)(F)F)C=C2 2-[4-(4-Amino-7H-pyrrolo[2,3-d]pyrimidin-5-yl)-benzylamino]-N-(3,4-difluoro-benzyl)-5-trifluoromethyl-nicotinamide